COC(C1=CC(=C(C=C1)OCCC1CC1)OC)=O 4-(2-Cyclopropylethoxy)-3-methoxybenzoic acid methyl ester